(1R,2S,3R,5R)-3-(4-amino-7H-pyrrolo[2,3-d]pyrimidin-7-yl)-5-((R)-piperidin-2-yl)cyclopentane-1,2-diol NC=1C2=C(N=CN1)N(C=C2)[C@H]2[C@@H]([C@@H]([C@H](C2)[C@@H]2NCCCC2)O)O